6-[(1R,3S,5S)-8-{[(R)-1-benzyl-3-piperidyl]carbonyl}-8-azabicyclo[3.2.1]oct-3-ylamino]-1(2H)-isoquinolinone C(C1=CC=CC=C1)N1C[C@@H](CCC1)C(=O)N1[C@H]2CC(C[C@@H]1CC2)NC=2C=C1C=CNC(C1=CC2)=O